sodium 2-ethylhexyliminodipropionate C(C)C(CN(CCC(=O)[O-])CCC(=O)[O-])CCCC.[Na+].[Na+]